C(C)(C)OC1=CC2=C(SC(=C2C)C(=O)O)C=C1OC 5-isopropoxy-6-methoxy-3-methylbenzo[b]thiophene-2-carboxylic acid